1,3,5-tris(4-acetylphenyl)benzene C(C)(=O)C1=CC=C(C=C1)C1=CC(=CC(=C1)C1=CC=C(C=C1)C(C)=O)C1=CC=C(C=C1)C(C)=O